N-[4-(benzenesulfonyloxy)phenyl]-N'-[4-(m-toluenesulfonyloxy)phenyl]urea C1(=CC=CC=C1)S(=O)(=O)OC1=CC=C(C=C1)NC(=O)NC1=CC=C(C=C1)OS(=O)(=O)C=1C=C(C)C=CC1